C(C)OC(=O)N1CC[C@H](CCC1)N1CCC(CC1)C(CC)=NOC.C1(CC1)CON O-(cyclopropylmethyl)hydroxylamine Ethyl-(4S)-4-{4-[N-methoxypropanimidoyl]piperidin-1-yl}azepane-1-carboxylate